COC=1C=C(C=CC1C1=CN=C2N1C=CC(=C2)OC)NC(=O)C=2OC(=CC2)[N+](=O)[O-] N-(3-methoxy-4-(7-methoxyimidazo[1,2-a]pyridin-3-yl)phenyl)-5-nitrofuran-2-carboxamide